NC1=CC=C(OC2=CC=C(C=C2)C(C)(C)C2=CC(=CC=C2)C(C)(C2=CC=C(C=C2)OC2=CC=C(C=C2)N)C)C=C1 1,3-bis[1-[4-(4-aminophenoxy)phenyl]-1-methylethyl]benzene